C1=C(C=CC2=CC=CC=C12)CO[C@@H]1[C@H]([C@H]([C@H](OCC=C)O[C@H]1C)O)O allyl 4-O-(2-naphthylmethyl)-α-L-rhamnopyranoside